NC1=NC=CC(=C1Cl)SC1=C(N=C(C(=N1)CO)N1CCC2(CC1)C(C1=C(N=CS1)C2)N)C (6-((2-amino-3-chloropyridin-4-yl)thio)-3-(6-amino-4,6-dihydrospiro[cyclopenta[d]thiazol-5,4'-piperidin]-1'-yl)-5-methylpyrazin-2-yl)methanol